C(C1=CC=CC=C1)N1C2=CC(=CC(=C2C=2C(CCC(C12)OC)C(=O)N)NS(=O)(=O)C)OC 9-benzyl-5-methanesulfonamido-methoxy-7-methoxy-1,2,3,4-tetrahydrocarbazole-4-carboxamide